FC=1C=C(C=C(C1)F)[C@H]1N(OCC1)C(=O)[C@@H]1CC[C@H](CC1)CC1=CC(=C(C=C1)CCO)F trans-[(3S)-3-(3,5-difluorophenyl)isoxazolidin-2-yl]-[4-[[3-fluoro-4-(2-hydroxyethyl)phenyl]methyl]cyclohexyl]methanone